NC1=C2N=C(N(C2=NC=N1)C)C=1C=C(C=CC1)C#C[C@]1(C(N(CC1)C)=O)O (R)-3-((3-(6-Amino-9-methyl-9H-purin-8-yl)phenyl)ethynyl)-3-hydroxy-1-methylpyrrolidin-2-one